O1CCOCC1 para-dioxan